ClC=1C=C(C2=C(N1)N(C=C2C(F)(F)F)COCC[Si](C)(C)C)NC(C)C 6-chloro-N-isopropyl-3-(trifluoromethyl)-1-((2-(trimethylsilyl)ethoxy)methyl)-1H-pyrrolo[2,3-b]pyridin-4-amine